CC(=O)OCCC(C(=O)O)N The molecule is an alpha-amino acid that is homoserine in which the alcoholic hydroxy group has been converted to the corresponding acetate. It is an acetate ester and a non-proteinogenic alpha-amino acid. It derives from a homoserine. It is a tautomer of an O-acetylhomoserine zwitterion.